IC1=C(C(=C(C(=C1[2H])[2H])C1=C(C(=C(C(=C1[2H])[2H])[2H])[2H])[2H])[2H])[2H] 4-iodo-1,1'-biphenyl-2,2',3,3',4',5,5',6,6'-d9